C=1(O)C(=CC(O)=CC1)C1C(COCC(C)C)O1 isobutyl hydroquinoneglycidyl ether